6-(4-(5-(cyclopropyl((1R,2R,3S,5S)-2-fluoro-8-azabicyclo[3.2.1]octan-3-yl)amino)pyrazin-2-yl)-2-fluoro-5-hydroxyphenyl)-3-methylpyrimidin-4(3H)-one C1(CC1)N(C=1N=CC(=NC1)C1=CC(=C(C=C1O)C1=CC(N(C=N1)C)=O)F)[C@@H]1[C@@H]([C@H]2CC[C@@H](C1)N2)F